(4-hydroxy-3-(2,2,2-trifluoroethyl)quinolin-7-yl)methanone OC1=C(C=NC2=CC(=CC=C12)C=O)CC(F)(F)F